5-(4-((2-ethyl-5-methyl-3-oxo-4H-quinoxalin-6-yl)methyl)piperazin-1-yl)-N-(methyl-d3)pyridine-2-carboxamide C(C)C1=NC2=CC=C(C(=C2NC1=O)C)CN1CCN(CC1)C=1C=CC(=NC1)C(=O)NC([2H])([2H])[2H]